N-[3-[(dimethylamino)methyl]phenyl]-4-(7,9,11-triaza-tricyclo[6.4.0.02,6]dodeca-1(8),2(6),9,11-tetraen-12-yl)-3,6-dihydropyridine-1(2H)-carboxamide CN(C)CC=1C=C(C=CC1)NC(=O)N1CCC(=CC1)C1=NC=NC=2NC=3CCCC3C12